butyl (4-fluorophenethyl)(3-hydroxypropyl)carbamate FC1=CC=C(CCN(C(OCCCC)=O)CCCO)C=C1